C[C@@H]1O[C@@H](CN(C1)C1=CC=CC(=N1)C1=NC2=CC(=NC=C2C=C1)CNC(=O)C=1C=CC(=C(C1)[C@@H]1N(C[C@H](C1)O)C(=O)OC(C)(C)C)C)C tert-butyl (trans)-2-(5-(((2-(6-((cis)-2,6-dimethylmorpholino)pyridin-2-yl)-1,6-naphthyridin-7-yl)methyl)carbamoyl)-2-methylphenyl)-4-hydroxypyrrolidine-1-carboxylate